N-[3-(3,5-dimethylisoxazol-4-yl)-4-[2-(6-oxa-1-azaspiro[3.3]heptan-1-yl)ethoxy]phenyl]cyclopropanecarboxamide CC1=NOC(=C1C=1C=C(C=CC1OCCN1CCC12COC2)NC(=O)C2CC2)C